C[C@@H](C(=O)OC(C)C)CC |r| (+-)-ISOPROPYL 2-METHYLBUTANOATE